4-bromo-3-(trifluoromethyl)quinoline BrC1=C(C=NC2=CC=CC=C12)C(F)(F)F